5-chloro-1'-[2-({8-[(3-hydroxy-3-methylcyclobutyl)methyl]-7-oxo-5,6,7,8-tetrahydro-1,8-naphthyridin-3-yl}oxy)ethyl]-1,2-dihydrospiro[indole-3,4'-piperidin]-2-one ClC=1C=C2C(=CC1)NC(C21CCN(CC1)CCOC=1C=NC=2N(C(CCC2C1)=O)CC1CC(C1)(C)O)=O